4-benzyl-2-(2-(4-ethylpiperazin-1-yl)ethyl)-1,2,4-thiadiazolidine-3,5-dione C(C1=CC=CC=C1)N1C(N(SC1=O)CCN1CCN(CC1)CC)=O